6-chloro-2-(isopropylamino)-3-nitrobenzonitrile ClC1=CC=C(C(=C1C#N)NC(C)C)[N+](=O)[O-]